[Re].[Rh] rhodium-rhenium